ClC=1C(=CC(=C(C1)N(C(=O)[C@H]1N(C(OC1)=O)C1=NC(=CC(=C1)C(F)(F)F)C)C)OC)F (S)-N-(5-chloro-4-fluoro-2-methoxyphenyl)-N-methyl-3-(6-methyl-4-(trifluoromethyl)pyridin-2-yl)-2-oxooxazolidine-4-carboxamide